7-chloro-2,3-dimethyl-5-(3-(trifluoromethyl)bicyclo[1.1.1]pentan-1-yl)pyrido[3,4-b]pyrazine ClC1=CC=2C(=NC(=C(N2)C)C)C(=N1)C12CC(C1)(C2)C(F)(F)F